NCCC1=CC(O)=C(O)C=C1 trans-dopamine